FC1=C(C=C(C(=C1)OC)OCC=1C=CC=C2C=CN=CC12)N1C(NC=2C(C1=O)=C(SC2)C(=O)O)=O 3-[2-fluoro-5-(isoquinolin-8-ylmethoxy)-4-methoxyphenyl]-2,4-dioxo-1H-thieno[3,4-d]pyrimidine-5-carboxylic acid